FC1=C(C(=O)OC(C)C)C=CC(=C1)OC(C)C Isopropyl fluoro-4-isopropoxybenzoate